tert-butyl 2-(5-chloro-6-(trifluoromethyl)pyrazin-2-yl)-2,8-diazaspiro[4.5]decane-8-carboxylate ClC=1N=CC(=NC1C(F)(F)F)N1CC2(CC1)CCN(CC2)C(=O)OC(C)(C)C